C(CCCCCCCCCCCCCCCC)(=O)OCCCCCCCCCCCCCCCCCCCCCC behenyl margarate